Benzyl (3R)-3-hydroxybutanoate O[C@@H](CC(=O)OCC1=CC=CC=C1)C